N-((1S,2R)-2-((4-bromo-2-(methylcarbamoyl)-6-nitrophenyl)amino)cyclohexyl)-5-fluoro-2-oxo-1,2-dihydroquinoline-4-carboxamide BrC1=CC(=C(C(=C1)[N+](=O)[O-])N[C@H]1[C@H](CCCC1)NC(=O)C1=CC(NC2=CC=CC(=C12)F)=O)C(NC)=O